2-hydroxyethyl (acrylate) C(C=C)(=O)OCCO